C1(CCCCC1)OC1C2C3C4C=CC(C3C(C1)C2)C4 8-cyclohexyloxy-tetracyclo[4.4.0.12,5.17,10]-3-dodecene